Dihydrooxadiazolothiazepine N1NOC2=C1C=CC=NS2